2-(4-(ethylsulfonyl)phenyl)-N-(4-(6-methyl-1H-benzo[d]imidazol-2-yl)phenyl)acetamide C(C)S(=O)(=O)C1=CC=C(C=C1)CC(=O)NC1=CC=C(C=C1)C1=NC2=C(N1)C=C(C=C2)C